BrC=1C=CC(=C(C(=O)O)C1)C(NC1=NC=CC(=C1)C)=O 5-bromo-2-[(4-methylpyridin-2-yl)carbamoyl]benzoic acid